N-(1-(7-(8-ethynyl-7-fluoro-3-hydroxynaphthalen-1-yl)-2-(((2S,4R)-4-fluoro-2-methyl-1-(pyridin-4-yl)pyrrolidin-2-yl)methoxy)-5,6-dihydroquinazolin-4-yl)azepan-3-yl)acrylamide C(#C)C=1C(=CC=C2C=C(C=C(C12)C=1CCC=2C(=NC(=NC2C1)OC[C@]1(N(C[C@@H](C1)F)C1=CC=NC=C1)C)N1CC(CCCC1)NC(C=C)=O)O)F